C1(CCCC1)NC(=O)C1=CC=C(C=C1)NC(C1=CC(=CC=C1)C#CC1=NC=CC=C1)=O N-(4-(CYCLOPENTYLCARBAMOYL)PHENYL)-3-(PYRIDIN-2-YLETHYNYL)BENZAMIDE